C(C1=CC=CC=C1)[C@@H]1OC(C[C@@H](C(OC(C1NC(=O)C1=NC=CC(=C1O)OC)=O)C)C(C(=O)[O-])(C)C)=O [(S,7R)-benzyl-3-[(3-hydroxy-4-methoxy-pyridine-2-carbonyl)amino]-6-methyl-4,9-dioxo-1,5-dioxonan-7-yl]-methylpropanoate